(1,3-dibenzylpyrrolidin-3-yl)-1-(4-fluorophenyl)-6-methyl-1H-indazole C(C1=CC=CC=C1)N1CC(CC1)(CC1=CC=CC=C1)C1=NN(C2=CC(=CC=C12)C)C1=CC=C(C=C1)F